2-chloro-1-(dimethylamino)propane ClC(CN(C)C)C